[NH+]1([C@@H](CCC1)C(=O)O)[O-] monoproline oxide